(S)-tert-butyl-sulfonamide C(C)(C)(C)S(=O)(=O)N